O1C2=C(N(CC1)C=1C=C(C=CC1)C=1N=C(SC1)NC(=O)[C@H]1N(CC1)C(=O)OC(C)(C)C)N=CC=C2 tert-Butyl (S)-2-((4-(3-(2,3-dihydro-4H-pyrido[3,2-b][1,4]oxazin-4-yl)phenyl)thiazol-2-yl)carbamoyl)azetidine-1-carboxylate